3-chloro-1-(4-chlorophenyl)-1-propanone ClCCC(=O)C1=CC=C(C=C1)Cl